N-ethyl-3-methyl-4-(4,4,5,5-tetramethyl-1,3,2-dioxaborolan-2-yl)benzamide C(C)NC(C1=CC(=C(C=C1)B1OC(C(O1)(C)C)(C)C)C)=O